N-hydroxy-4-((prop-2-yn-1-yl-(quinolin-8-yl)amino)methyl)benzamide ONC(C1=CC=C(C=C1)CN(C=1C=CC=C2C=CC=NC12)CC#C)=O